(±)-N-(4-bromo-3-chlorophenyl)-6,7,8,9-tetrahydro-5H-5,8-epiminocyclohepta[d]pyrimidine BrC1=C(C=C(C=C1)N1CN=CC2=C1CC1CCC2N1)Cl